4-amino-3-(2-chloro-5-fluorophenyl)-2-(4-methoxybenzyl)-2,3-dihydro-1H-imidazo[1,2-a]pyrrolo[3,4-e]pyridin-1-one NC1=CC=2N(C3=C1C(N(C3=O)CC3=CC=C(C=C3)OC)C3=C(C=CC(=C3)F)Cl)C=CN2